NC1=NC=2C=C(C=CC2C2=C1N=C(N2CC(C)(C)O)COCC)CC=2C=C(C=CC2)O 3-((4-amino-2-(ethoxymethyl)-1-(2-hydroxy-2-methylpropyl)-1H-imidazo[4,5-c]quinolin-7-yl)methyl)phenol